4-(5-nitro-1H-indazol-6-yl)morpholine [N+](=O)([O-])C=1C=C2C=NNC2=CC1N1CCOCC1